9H-azafluorene N1=CC=CC=2C3=CC=CC=C3CC12